N-hydroxy-3-(1-methyl-1H-benzo[d]imidazol-2-yl)benzamide ONC(C1=CC(=CC=C1)C1=NC2=C(N1C)C=CC=C2)=O